Cl.N[C@@H](CC1C(NCC1)=O)CO 3-((S)-2-amino-3-hydroxypropyl)pyrrolidin-2-one hydrochloride